3-[4-bromo-1-(2,2,2-trifluoroethyl)indol-2-yl]-1,2,4-oxadiazole-5-carboxylate BrC1=C2C=C(N(C2=CC=C1)CC(F)(F)F)C1=NOC(=N1)C(=O)[O-]